N[C@@H](C)C(=O)OB(O)O alaninyl-boric acid